1-(2-chloro-3-methylphenyl)piperazine hydrochloride Cl.ClC1=C(C=CC=C1C)N1CCNCC1